3-(4-((4-(6-(5-((R)-2-(2,5-difluorophenyl)pyrrolidin-1-yl)pyrazolo[1,5-a]pyrimidin-3-yl)pyridin-2-yl)piperazin-1-yl)methyl)-2-fluorophenyl)piperidine-2,6-dione FC1=C(C=C(C=C1)F)[C@@H]1N(CCC1)C1=NC=2N(C=C1)N=CC2C2=CC=CC(=N2)N2CCN(CC2)CC2=CC(=C(C=C2)C2C(NC(CC2)=O)=O)F